bis(2,6-difluorophenyl)bis(methylcyclopentadienyl)titanium FC1=C(C(=CC=C1)F)[Ti](C1(C=CC=C1)C)(C1(C=CC=C1)C)C1=C(C=CC=C1F)F